5-(ETHOXYCARBONYL)-2-METHOXYPHENYLBORONIC ACID C(C)OC(=O)C=1C=CC(=C(C1)B(O)O)OC